5-(cyclopropylmethyl)-2-(2-methyl-2H-indazol-5-yl)-4-(6-methylpyridin-3-yl)-2,5-dihydro-3H-imidazo[4,5-c]pyridazin-3-one C1(CC1)CN1C=NC2=NN(C(C(=C21)C=2C=NC(=CC2)C)=O)C2=CC1=CN(N=C1C=C2)C